(S)-N-(2-((tert-Butyldimethylsilyl)oxy)-1-phenylethyl)-2-chloro-5-iodopyrimidin-4-amine [Si](C)(C)(C(C)(C)C)OC[C@H](C1=CC=CC=C1)NC1=NC(=NC=C1I)Cl